FC=1C=CC=2N(C(C=C(N2)C=2C=C3C(=NC2)NC=C3)=O)C1 7-fluoro-2-(1H-pyrrolo[2,3-B]pyridin-5-yl)-4H-pyrido[1,2-a]pyrimidin-4-one